4-((8-ethoxy-7-(1-(1-ethoxyethyl)-1H-pyrazol-4-yl)-[1,2,4]triazolo[1,5-a]pyridin-2-yl)amino)-3-methylbenzenesulfonamide C(C)OC=1C=2N(C=CC1C=1C=NN(C1)C(C)OCC)N=C(N2)NC2=C(C=C(C=C2)S(=O)(=O)N)C